FC1(CC2(CC(C2)C=2CCCC3=C(C2C2=CC=C(C=C2)CC2CN(C2)CCCF)C=CC(=C3)C(=O)O)C1)F 8-(6,6-difluorospiro[3.3]heptan-2-yl)-9-(4-((1-(3-fluoropropyl)azetidin-3-yl)methyl)phenyl)-6,7-dihydro-5H-benzo[7]annulene-3-carboxylic acid